(S)-8-hydroxy-7-(methoxy-d3)-1,11a-dihydro-3H,5H-spiro[benzo[e]pyrrolo[1,2-a][1,4]diazepine-2,1'-cyclopropane]-5,11(10H)-dione OC=1C(=CC2=C(NC([C@H]3N(C2=O)CC2(CC2)C3)=O)C1)OC([2H])([2H])[2H]